BrC1=C2CCN([C@@H](C2=C(C=C1)OCC=1N=NN(C1)C(C)C)CN1C(C2=CC=CC=C2C1=O)=O)C(=O)OC(C)(C)C tert-Butyl (S)-5-bromo-1-((1,3-dioxoisoindolin-2-yl)methyl)-8-((1-isopropyl-1H-1,2,3-triazol-4-yl)methoxy)-3,4-dihydroisoquinoline-2(1H)-carboxylate